4,4,6-trimethylpiperidin-2-one CC1(CC(NC(C1)C)=O)C